ClC1=C(C=CC(=C1)F)[C@H]1C(=C(N=C(N1)C=1SC=CN1)CN1C[C@@H]2N(CC1)C(N(C2)C2=CC=C(C=C2)CCC(=O)O)=O)C(=O)OC 3-(4-((S)-7-(((R)-6-(2-chloro-4-fluorophenyl)-5-(methoxycarbonyl)-2-(thiazol-2-yl)-1,6-dihydropyrimidin-4-yl)methyl)-3-oxohexahydroimidazo[1,5-a]pyrazin-2(3H)-yl)phenyl)propanoic acid